3-(4-Chlorophenyl)1-[2-(4-hydroxyphenyl)ethyl]urea ClC1=CC=C(C=C1)NC(NCCC1=CC=C(C=C1)O)=O